2-(((R)-1-(3-cyano-2-((S)-4,4-difluoro-3-methylpiperidin-1-yl)-7-methyl-4-oxo-4H-pyrido[1,2-a]pyrimidin-9-yl)ethyl)amino)benzoic acid C(#N)C1=C(N=C2N(C1=O)C=C(C=C2[C@@H](C)NC2=C(C(=O)O)C=CC=C2)C)N2C[C@@H](C(CC2)(F)F)C